dimethylbenzyl-(2-hydroxypropyl)ammonium acrylate C(C=C)(=O)[O-].C[N+](CC(C)O)(CC1=CC=CC=C1)C